6-(methoxymethyloxy)-7-(4,4,5,5-tetramethyl-1,3,2-dioxaborolan-2-yl)-4H-chromen-4-one COCOC=1C=C2C(C=COC2=CC1B1OC(C(O1)(C)C)(C)C)=O